C(C1=CC=CC=C1)N1[C@@H](C[C@@H](C1)F)C(=O)OC (2S,4S)-Methyl 1-benzyl-4-fluoropyrrolidine-2-carboxylate